FC1=C(C=C2C=CNC2=C1)C 6-fluoro-5-methyl-1H-indole